2-tert-butyldimethylsilyloxy-4-vinyl-1-ethoxybenzene [Si](C)(C)(C(C)(C)C)OC1=C(C=CC(=C1)C=C)OCC